tert-butyl rel-(3R,6S)-3-(allyloxy)-6-((tert-butyldimethylsilyl)oxy)-2,3,6,7-tetrahydro-1H-azepine-1-carboxylate C(C=C)O[C@H]1CN(C[C@H](C=C1)O[Si](C)(C)C(C)(C)C)C(=O)OC(C)(C)C |o1:4,8|